(2S,4R)-1-[2-(1H-1,3-benzodiazol-1-yl)acetyl]-4-fluoro-N-[(S)-phenyl[4-(propan-2-yl)phenyl]methyl]pyrrolidine-2-carboxamide N1(C=NC2=C1C=CC=C2)CC(=O)N2[C@@H](C[C@H](C2)F)C(=O)N[C@H](C2=CC=C(C=C2)C(C)C)C2=CC=CC=C2